gallium tris(8-quinolinol) N1=CC=CC2=CC=CC(=C12)O.N1=CC=CC2=CC=CC(=C12)O.N1=CC=CC2=CC=CC(=C12)O.[Ga]